Pregnenediol disulfate S(=O)(=O)(O)OS(=O)(=O)O.C(=C[C@H]1CC[C@H]2[C@@H]3CCC4CCCC[C@]4(C)[C@H]3CC[C@]12C)(O)O